ClC1=CC(NC(=C1)C(F)(F)F)(C(=O)[O-])C1CC1 4-chloro-2-cyclopropyl-6-(trifluoromethyl)pyridineAt